C1=CC(=CC=C1N)OC2=CC=C(C=C2)N Oxydianiline